ClC=1C=C2C3(C(N(CC2=CN1)C1=C(C(=CC(=C1F)OC)OC)F)=O)CC3 6'-chloro-2'-(2,6-difluoro-3,5-dimethoxyphenyl)-1',2'-dihydro-3'H-spiro[cyclopropane-1,4'-[2,7]naphthyridine]-3'-one